7-((trans)-4-(2,7-diazaspiro[4.4]nonan-2-yl)cyclohexyl)-5-(4-phenoxyphenyl)-7H-pyrrolo[2,3-d]pyrimidin-4-amine C1N(CCC12CNCC2)[C@@H]2CC[C@H](CC2)N2C=C(C1=C2N=CN=C1N)C1=CC=C(C=C1)OC1=CC=CC=C1